2-ethyl-N-(2-ethylphenyl)-(tripropenyl)aniline C(C)C1=C(N(C2=C(C=CC=C2)CC)C=CC)C=CC(=C1C=CC)C=CC